COC1=C(N=C(N(C1=O)C)C)C(=O)OCC Ethyl 5-methoxy-1,2-dimethyl-6-oxo-1,6-dihydropyrimidine-4-carboxylate